C(#N)C=1N=C(N(C1)COCC[Si](C)(C)C)C(=O)NC=1C(=NC(=CC1)C1CC2CCC(C1)N2CC)C2=CCC(CC2)(C)C 4-cyano-N-[2-(4,4-dimethylcyclohexen-1-yl)-6-(8-ethyl-8-azabicyclo[3.2.1]octan-3-yl)-3-pyridyl]-1-(2-trimethylsilylethoxymethyl)imidazole-2-carboxamide